OC1=C2[C@H]3[C@H](C(OC2=CC(=C1)C(CCCCCC)=O)(C)C)CC=C(C3)C 1-((6aR,10aR)-1-hydroxy-6,6,9-trimethyl-6a,7,10,10a-tetrahydro-6H-benzo[c]chromen-3-yl)heptan-1-one